3-Methoxy-2-propanol COCC(C)O